C(CCCCCCCCC)C(CCCC=1NC(=CC1)CCCC(CCCCCCCCCC)CCCCCCCCCC)CCCCCCCCCC 2,5-bis(4-decyltetradecyl)pyrrole